5-(3-methoxy-4-((5-methyl-1,3,4-oxadiazol-2-yl)methyl)phenyl)-7-(1-methyl-1H-pyrazol-3-yl)pyrrolo[2,1-F][1,2,4]triazin-4-amine COC=1C=C(C=CC1CC=1OC(=NN1)C)C=1C=C(N2N=CN=C(C21)N)C2=NN(C=C2)C